(S)-3-Chloro-N-(8,9-difluoro-6-oxo-1,4,5,6-tetrahydro-2H-pyrano[3,4-c]isoquinolin-1-yl)-1-ethyl-N-methyl-1H-indazole-5-carboxamide ClC1=NN(C2=CC=C(C=C12)C(=O)N(C)[C@@H]1COCC=2NC(C=3C=C(C(=CC3C21)F)F)=O)CC